C(C)C(CC1=CC=2SC(=CC2S1)C1=NC=CC=2C1=NSN2)CCCC 5-(2-ethylhexyl)thieno[3,2-b]thien-2-yl-1,2,5-thiadiazolo[3,4-c]pyridine